NCCN(CCNCCN)CCN N,N-bis(2-aminoethyl)diethylenetriamine